Carboxymethyl-Calcium C(=O)(O)C[Ca]